(2-chloro-4-fluorophenyl)-6-methyl-2-(thiazol-2-yl)-1,4-dihydropyrimidine-5-carboxylic acid Ethyl ester C(C)OC(=O)C=1CN=C(N(C1C)C1=C(C=C(C=C1)F)Cl)C=1SC=CN1